1-methyl-4-((7E,3E)-3-methyl-4-phenylbuta-1,3-dien-1-yl)benzene CC1=CC=C(C=C1)C=C\C(=C\C1=CC=CC=C1)\C